7-Methyl-7-azaspiro[3.5]nonan-2-yl (8-amino-7-fluoro-6-(4-methyl-5,6,7,8-tetrahydro-1,5-naphthyridin-3-yl)isoquinolin-3-yl)carbamate NC=1C(=C(C=C2C=C(N=CC12)NC(OC1CC2(C1)CCN(CC2)C)=O)C=2C=NC=1CCCNC1C2C)F